C(C)(=O)NC1=CC=C(C=C1)CC(=O)NCCCC(=O)O 4-(2-(4-acetamidophenyl)acetamido)butyric acid